BrC1=CC=C(C2=CC=CC=C12)C(=O)N[C@@H]1CCO[C@]12O[C@@H]([C@@H]([C@@H]([C@H]2O)N2N=NC(=C2)C2=CC(=C(C(=C2)F)F)F)O)CO 4-Bromo-N-((4R,5S,7R,8R,9S,10R)-8,10-dihydroxy-7-(hydroxymethyl)-9-(4-(3,4,5-trifluorophenyl)-1H-1,2,3-triazol-1-yl)-1,6-dioxaspiro[4.5]decan-4-yl)-1-naphthamide